ClCC1=NC2=CC=CC=C2C(N1C1=C(C=CC(=C1)SC)OC(C)C)=O 2-(chloromethyl)-3-(2-isopropoxy-5-(methylthio)phenyl)quinazoline-4(3H)-one